5-(benzo[d]oxazol-5-yl)-6-(4-fluorophenyl)isoindolin-1-one O1C=NC2=C1C=CC(=C2)C=2C=C1CNC(C1=CC2C2=CC=C(C=C2)F)=O